O1CC(CCC1)NC(=O)[C@H]1NCC1 (2S)-N-(tetrahydro-2H-pyran-3-yl)azetidine-2-carboxamide